OCCCCCOC=1C=C(C=CC1N1CCN(CC1)C)NC=1N=CC2=C(N1)NC(C=C2C#C[Si](C(C)C)(C(C)C)C(C)C)=O 2-((3-((5-Hydroxypentyl)oxy)-4-(4-methylpiperazin-1-yl)phenyl)amino)-5-((triisopropylsilyl)ethynyl)pyrido[2,3-d]pyrimidin-7(8H)-one